C1(CC1)NC(=O)C1=CC(=NN1C(C)C1=CC=CC=C1)C(=O)NC N5-Cyclopropyl-N3-methyl-1-(1-phenylethyl)-1H-pyrazole-3,5-dicarboxamide